(R)-6-((1-ethylpiperidin-3-yl)amino)-3-(1-hydroxynaphthalen-2-yl)-4-methyl-1,2,4-triazine-5(4H)-one C(C)N1C[C@@H](CCC1)NC=1C(N(C(=NN1)C1=C(C2=CC=CC=C2C=C1)O)C)=O